C(=O)O.ClC=1C=CC(=C(C1)O)C=1C=2N(C(=NN1)N[C@H]1CN(CCC1)CC)C=NC2 5-chloro-2-(4-{[(3R)-1-ethylpiperidin-3-yl]amino}imidazo[1,5-d][1,2,4]triazin-1-yl)phenol formate salt